(2-ethyl-2,3-dihydro-4H-1,4-benzoxazin-4-yl)[5-(4-morpholinyl)-3-pyridinyl]methanone C(C)C1OC2=C(N(C1)C(=O)C=1C=NC=C(C1)N1CCOCC1)C=CC=C2